methyl 2-(tert-butoxycarbonylamino)-2-pyrido[2,3-d]pyridazin-8-yl-acetate C(C)(C)(C)OC(=O)NC(C(=O)OC)C=1N=NC=C2C1N=CC=C2